3-(piperidin-4-yl)oxazolidine-2-one N1CCC(CC1)N1C(OCC1)=O